FC1=CC=C(C=C1)C=1C=NC2=CC(=CC=C2C1)C(=O)NC1=CC(=NN1C)C(C)(C)C 3-(4-Fluorophenyl)-N-[1-methyl-3-(tert-butyl)-1H-pyrazol-5-yl]quinoline-7-carboxamide